C(C)(C)(C)OC(=O)N1[C@@H](C[C@@H](C1)NC=1N=CC2=C(N1)NC(C(=C2)C2=C(C(=CC(=C2)OC)OC)Cl)=O)CO (2S,4S)-4-((6-(2-chloro-3,5-dimethoxyphenyl)-7-oxo-7,8-dihydropyrido[2,3-d]pyrimidin-2-yl)amino)-2-(hydroxymethyl)pyrrolidine-1-carboxylic acid tert-butyl ester